(E)-N-(2'-(4-hydroxypiperidin-1-yl)-[4,4'-bipyridin]-2-yl)-3-(m-tolyl)acrylamide OC1CCN(CC1)C1=NC=CC(=C1)C1=CC(=NC=C1)NC(\C=C\C=1C=C(C=CC1)C)=O